ethoxytert-butyl-amine C(C)ONC(C)(C)C